ethyl 3-butylheptanoate C(CCC)C(CC(=O)OCC)CCCC